C(C=C)(=O)OC1=C(C=CC2=CC=CC=C12)C methylnaphthalenyl acrylate